C(C1=CC=CC=C1)OC(=O)N1C(CN(CC1)C1COC1)CC1=CC=CC=C1 benzyl-4-(oxetan-3-yl)piperazine-1-carboxylic acid benzyl ester